C(C)OC(=O)C1(CN(CC1)C(=O)OC(C)(C)C)C1=NC(=NC=C1C(OC)OC)SC 3-(5-(Dimethoxymethyl)-2-(methylthio)pyrimidin-4-yl)pyrrolidine-1,3-dicarboxylic acid 1-tert-butyl 3-ethyl ester